3-methyl-1-phenyl-3-(N,N-dimethylaminosulfonylmethyl)-2-oxo-indole CC1(C(N(C2=CC=CC=C12)C1=CC=CC=C1)=O)CS(=O)(=O)N(C)C